C(CCC)NCCCCCCCCCCCC N-butyllaurylamine